4-((2R,4R)-4-(cyclohexylmethoxy)-1-((5-methoxy-7-methyl-1H-indol-4-yl)methyl)piperidin-2-yl)benzoic acid C1(CCCCC1)CO[C@H]1C[C@@H](N(CC1)CC1=C2C=CNC2=C(C=C1OC)C)C1=CC=C(C(=O)O)C=C1